C(C)(C)(C)OC(=O)N1CC(C(CC1)CC(=O)N1CCC(CC1)C1=CC=C(C=C1)NC1C(NC(CC1)=O)=O)(F)F 4-[2-[4-[4-[[2,6-dioxo-3-piperidinyl]amino]phenyl]-1-piperidinyl]-2-oxo-ethyl]-3,3-difluoro-piperidine-1-carboxylic acid tert-butyl ester